6-chloro-5-(4-((2-ethyl-5-fluoro-3-oxo-1H-quinoxalin-6-yl)methyl)piperazin-1-yl)-N-(methyl-d3)pyridine-2-carboxamide ClC1=C(C=CC(=N1)C(=O)NC([2H])([2H])[2H])N1CCN(CC1)CC=1C(=C2NC(C(NC2=CC1)CC)=O)F